2-(7-((2S,5R)-2,5-diethyl-4-(1-(4-fluorophenyl)ethyl)piperazin-1-yl)-4-methyl-5-oxo-4,5-dihydro-2H-pyrazolo[4,3-b]pyridin-2-yl)acetonitrile C(C)[C@@H]1N(C[C@H](N(C1)C(C)C1=CC=C(C=C1)F)CC)C=1C=2C(N(C(C1)=O)C)=CN(N2)CC#N